trans-furoic acid O1C(=CC=C1)C(=O)O